BrC=1N=CN(C1)C(F)F 4-bromo-1-(difluoromethyl)-1H-imidazole